COC([C@H]1CO1)=O R-methylglycidate